17-fluoro-5-(4-(2,2-difluoroethyl)-piperazin-1-yl)-7,11-dioxa-20,23,24-triazapentacyclo[17.5.2.12,6.013,18.022,25]heptacosa-1(24),2,4,6(27),13(18),14,16,19,21,25-decaene FC1=CC=CC=2COCCCOC=3C(=CC=C(C4=NNC5=CN=C(C12)C=C45)C3)N3CCN(CC3)CC(F)F